C1(CC1)C(C1=NN=CN1C)C1=CC(=CC=C1)B1OC(C(O1)(C)C)(C)C 3-[cyclopropyl(3-(4,4,5,5-tetramethyl-1,3,2-dioxaborolan-2-yl)phenyl)methyl]-4-methyl-4H-1,2,4-triazole